(R)-4-hydroxyphenyl lactate C([C@H](O)C)(=O)OC1=CC=C(C=C1)O